Cl.BrC1=CC=C(C=C1)N1CC(NCC1)CN(C(CCl)=O)CC(C)C N-((4-(4-bromophenyl)piperazin-2-yl)methyl)-2-chloro-N-isobutylacetamide hydrochloride